N-cyclopropyl-5-(4-((3-ethyl-2,4-dioxo-1,2,3,4-tetrahydrothieno[3,2-d]pyrimidin-6-yl)methyl)piperazin-1-yl)-6-fluoropicolinamide C1(CC1)NC(C1=NC(=C(C=C1)N1CCN(CC1)CC1=CC=2NC(N(C(C2S1)=O)CC)=O)F)=O